C(C)(C)(C)OC(\C=C(/C)\C1=CC(=CC=C1)I)=O (E)-3-(3-iodophenyl)but-2-enoic acid tert-butyl ester